ClC1=C(C=C(C=C1)C#N)C=1C=C2C(=NNC2=CC1)NC(=O)C1CCC(N(C1)C(=O)[O-])(C)C 5-{[5-(2-chloro-5-cyanophenyl)-1H-indazol-3-yl] carbamoyl}-2,2-dimethylpiperidine-1-carboxylate